ClC1=CC=C2C(NC(N(C2=C1)C1=CC=2N(C=C1)C=CN2)=O)=O 7-chloro-1-(imidazo[1,2-a]pyridin-7-yl)quinazolin-2,4(1H,3H)-dione